C(C)OC(=O)C=1N=C2N(C=C(C=C2)C(C)(C)C#N)C1 6-(1-cyano-1-methyl-ethyl)imidazo[1,2-a]Pyridine-2-carboxylic acid ethyl ester